1-(2-aminopyrimidin-5-yl)-3-[1-(7-cyano-5-fluoro-3-methyl-1-benzofuran-2-yl)-2,2,2-trifluoroethyl]urea NC1=NC=C(C=N1)NC(=O)NC(C(F)(F)F)C=1OC2=C(C1C)C=C(C=C2C#N)F